1-(6-(2-(7,8-dimethyl-[1,2,4]triazolo[1,5-a]pyridin-6-yl)-4-fluoro-3-isopropyl-1H-pyrrolo[2,3-c]pyridin-5-yl)-2,6-diazaspiro[3.3]hept-2-yl)-2-(dimethylamino)ethan-1-one CC1=C(C=2N(C=C1C1=C(C=3C(=CN=C(C3F)N3CC4(CN(C4)C(CN(C)C)=O)C3)N1)C(C)C)N=CN2)C